2,4-diethyl-9H-thioxanthene-9-on C(C)C1=CC=2C(C3=CC=CC=C3SC2C(=C1)CC)=O